thiazine dioxide S1(NC=CC=C1)(=O)=O